5-{4-[(3-chloro-8-fluoro-2-oxo-1H-quinolin-7-yl)methyl]piperazin-1-yl}-N-methylpyridine-2-carboxamide ClC=1C(NC2=C(C(=CC=C2C1)CN1CCN(CC1)C=1C=CC(=NC1)C(=O)NC)F)=O